FC1(COC1)COC1=NC=C(C=N1)C=1C=CC(N(N1)CC=1SC(=NN1)C1=CC=CC=C1)=O 6-(2-((3-fluorooxetan-3-yl)methoxy)pyrimidin-5-yl)-2-((5-phenyl-1,3,4-thiadiazol-2-yl)methyl)pyridazin-3(2H)-one